tert-butyl N-[(1S)-2-amino-1-[[(2S)-8-fluoro-3-oxo-4H-1,4-benzoxazin-2-yl]methyl]-2-oxo-ethyl]carbamate NC([C@H](C[C@@H]1OC2=C(NC1=O)C=CC=C2F)NC(OC(C)(C)C)=O)=O